1-[3-amino-4-[bis(2-methylpropyl)amino]phenyl]-3,3-difluorocyclobutane-1-carbonitrile NC=1C=C(C=CC1N(CC(C)C)CC(C)C)C1(CC(C1)(F)F)C#N